3,4,4'-Triaminodiphenyl sulfone C1=CC(=CC=C1N)S(=O)(=O)C2=CC(=C(C=C2)N)N